ClC1=CC=C(C=C1)[C@H]1C[C@@H](CO1)C1=NOC(=N1)CN1C=NN2C(C1=O)=C(N=C2NC2CCN(CC2)C)C 3-((3-((3R,5R)-5-(4-chlorophenyl)tetrahydro-furan-3-yl)-1,2,4-oxadiazol-5-yl)methyl)-5-methyl-7-((1-methylpiperidin-4-yl)amino)imidazo[5,1-f][1,2,4]triazin-4(3H)-one